1-methyl-N-(3-(4-(4-methylpiperazin-1-yl)quinazolin-6-yl)-1H-pyrrolo[2,3-b]pyridin-5-yl)piperidine-4-carboxamide CN1CCC(CC1)C(=O)NC=1C=C2C(=NC1)NC=C2C=2C=C1C(=NC=NC1=CC2)N2CCN(CC2)C